FC=1C=C(C=C(C1F)OC)N1CCC2(OCCO2)CC1 8-(3,4-difluoro-5-methoxy-phenyl)-1,4-dioxa-8-azaspiro[4.5]decane